O[C@H]1CNCC[C@H]1NC(OC(C)(C)C)=O tert-butyl ((3S,4R)-3-hydroxypiperidin-4-yl)carbamate